6-(cyclopropanecarboxamido)-4-((6-(3-(dimethylamino)azetidin-1-yl)-[1,2,4]triazolo[1,5-a]pyridin-2-yl)amino)-N-methylpyridazine-3-carboxamide C1(CC1)C(=O)NC1=CC(=C(N=N1)C(=O)NC)NC1=NN2C(C=CC(=C2)N2CC(C2)N(C)C)=N1